4-[4-cyano-4-(3-chlorophenyl)cyclohexyl]-1,4-diazepan-1-carboxylic acid ethyl ester C(C)OC(=O)N1CCN(CCC1)C1CCC(CC1)(C1=CC(=CC=C1)Cl)C#N